6-chloro-4-(2-methylpropan-1-en-1-yl)-1-(((2R,4R)-4-(methylsulfonyl)pent-2-yl)oxy)-2,7-naphthyridine ClC=1C=C2C(=CN=C(C2=CN1)O[C@H](C)C[C@@H](C)S(=O)(=O)C)C=C(C)C